methyl 2-(5-(bis(4-methoxybenzyl)amino)-3-chloro-2-(trifluoromethyl)phenyl)-4-oxo-3,4-dihydro-2H-pyran-5-carboxylate COC1=CC=C(CN(C=2C=C(C(=C(C2)C2OC=C(C(C2)=O)C(=O)OC)C(F)(F)F)Cl)CC2=CC=C(C=C2)OC)C=C1